FC(C=1C(=C(C=CC1)[C@@H](C)NC1=C(C(=NC(=N1)OC)C(C(=O)O)C)C1OCCO1)F)F 2-(6-(((R)-1-(3-(difluoromethyl)-2-fluorophenyl)ethyl)amino)-5-(1,3-dioxolan-2-yl)-2-methoxypyrimidin-4-yl)propionic acid